2-Chloro-4-(2,2-dimethylpropylsulfonyl)-1-methoxybenzene ClC1=C(C=CC(=C1)S(=O)(=O)CC(C)(C)C)OC